C(C)(C)(C)OC(NC1CN(CC1)C1=NC(=CC=C1O)N1CC=2C(=NC=CC2C1=O)C1=C(C=CC=C1OC)F)=O (1-(6-(4-(2-fluoro-6-methoxyphenyl)-1-oxo-1,3-dihydro-2H-pyrrolo[3,4-c]pyridin-2-yl)-3-hydroxypyridin-2-yl)pyrrolidin-3-yl)carbamic acid tert-butyl ester